N-margaroyl-histidine C(CCCCCCCCCCCCCCCC)(=O)N[C@@H](CC1=CNC=N1)C(=O)O